2-chloro-N-(3,4,5-trimethoxyphenyl)pyrimidin-4-amine ClC1=NC=CC(=N1)NC1=CC(=C(C(=C1)OC)OC)OC